OC(C[C@]1(OC2=C(C1)C=C(C(=C2)N2CCOCC2)NC(=O)C=2C=NN1C2N=CC=C1)C)(C)C (S)-N-(2-(2-hydroxy-2-methylpropyl)-2-methyl-6-morpholino-2,3-dihydrobenzofuran-5-yl)pyrazolo[1,5-a]pyrimidine-3-carboxamide